C(C1=CC=CC=C1)OCCCOC1CCN(CC1)C1=CC=C(C=C1)C1C(NC(CC1)=O)=O 3-(4-(4-(3-(benzyloxy)propoxy)piperidin-1-yl)phenyl)piperidine-2,6-dione